ClC=1C(=NC(=NC1C(F)(F)F)N1[C@H](CC1)C)C1=NOC(=N1)CN (S)-(3-(5-chloro-2-(2-methylazetidin-1-yl)-6-(trifluoromethyl)pyrimidin-4-yl)-1,2,4-oxadiazol-5-yl)methanamine